C12(CC(C1)C2)C(=O)N2[C@H]([C@H](C(C2)(F)F)NS(=O)(=O)C)CC2=C(C(=CC=C2)C2=NC(=CC(=C2)C)C)F N-[(2S,3R)-1-(bicyclo[1.1.1]pentane-1-carbonyl)-2-{[3-(4,6-dimethylpyridin-2-yl)-2-fluorophenyl]methyl}-4,4-difluoro-pyrrolidin-3-yl]methanesulfonamide